C(C)N1N=CC2=CC=CC(=C12)C(C(=O)O)N1CC(C1)OCCCCCC1=NC=2NCCCC2C(=C1)OC 2-(1-ethyl-1H-indazol-7-yl)-2-(3-((5-(4-methoxy-5,6,7,8-tetrahydro-1,8-naphthyridin-2-yl)pentyl)oxy)azetidin-1-yl)acetic acid